CCN1C(C(C2=C1C=CC(=C2)S(=O)(=O)O)(C)C)/C=C/C=C/C=C\\3/C(C4=C(N3CCCCCC(=O)NCCNC(=O)CO[C@H]5CC[C@]6([C@@H](C5)CC[C@@H]7[C@@H]6C[C@H]([C@]8([C@@]7(CC[C@@H]8C9=CC(=O)OC9)O)C)O)C)C=CC(=C4)S(=O)(=O)O)(C)C The molecule is a cyanine conjugate in which digitoxigenin is connected to Cy5 via a 6-[(2-acetamidoethyl)amino]-6-oxohexyl linker. It has a role as an epitope. It is a cyanine conjugate and a monocarboxylic acid amide. It derives from a digoxigenin and a Cy5 dye.